ClC=1C=C2C=C(NC2=CC1OCC=1N=COC1)CNC(C(C)C)=O N-((5-chloro-6-(oxazol-4-ylmethoxy)-1H-indol-2-yl)methyl)isobutyramide